3-(trifluoromethyl)benzyl-1H-pyrrolo[2,3-b]pyridine-2-carboxamide FC(C=1C=C(CN2C(=CC=3C2=NC=CC3)C(=O)N)C=CC1)(F)F